ClC=1C=C(C=NS(=O)C(C)(C)C)C=C(C1)C(F)(F)F N-(3-chloro-5-(trifluoromethyl)benzylidene)-2-methylpropan-2-sulfinamide